ClC=1C(=C(C=CC1F)N(C(=O)C1N(NC(C1)=O)C1=NC(=CC(=N1)C)C(F)(F)F)C([2H])([2H])[2H])F N-(3-chloro-2,4-difluorophenyl)-N-(methyl-d3)-2-(4-methyl-6-(trifluoromethyl)pyrimidin-2-yl)-5-oxopyrazolidine-3-carboxamide